1-[(8aS)-6-Chloro-5-(2,4-difluorophenyl)-8a,9,11,12-tetrahydropyrazino[2',1':3,4][1,4]oxazepino[5,6,7-de]quinazolin-10(8H)-yl]prop-2-en-1-one ClC1=C2C3=C(N=CN=C3C=C1C1=C(C=C(C=C1)F)F)N1[C@H](CO2)CN(CC1)C(C=C)=O